C(C)(=O)O[C@H]1C(OC[C@@H]([C@@H]1OC(C)=O)OC(C)=O)Br (3R,4S,5S)-2-bromotetrahydro-2H-pyran-3,4,5-triyl triacetate